3-(4-cyanophenyl)prop-2-yn-1-ol C(#N)C1=CC=C(C=C1)C#CCO